ClC=1C(=C(N)C=CC1C)C 3-chloro-2,4-dimethylaniline